7-Chloro-1-(3-chlorophenyl)-1,3-dihydroquinazoline-2,4-dione ClC1=CC=C2C(NC(N(C2=C1)C1=CC(=CC=C1)Cl)=O)=O